3-(6-chloro-1-[[2-(trimethylsilyl)ethoxy]methyl]pyrrolo[2,3-b]pyridin-3-yl)pyridine ClC1=CC=C2C(=N1)N(C=C2C=2C=NC=CC2)COCC[Si](C)(C)C